1-[2-[p-(3,4-dihydro-6-methoxy-2-phenyl-1-naphthyl)phenoxy]ethyl]pyrrolidine COC=1C=C2CCC(=C(C2=CC1)C1=CC=C(OCCN2CCCC2)C=C1)C1=CC=CC=C1